CN1C[C@H]2[C@@H](N([C@@H](C1)C2)C(=O)OC(C)(C)C)C(=O)OC 6-(tert-Butyl) 7-methyl (1S,5R,7R)-3-methyl-3,6-diazabicyclo[3.2.1]octane-6,7-dicarboxylate